BrC=1C=C2C(=C(NC2=CC1)C)C 5-bromo-2,3-dimethyl-1H-indole